C(C)(C)(C)OC(=O)N1CCC(CC1)C1=NC2=CC=C(C=C2C(N1)=O)C=1C=C(C=2N(C1)C=C(N2)C)Cl 4-[6-(8-chloro-2-methylimidazo[1,2-a]pyridin-6-yl)-4-oxo-3,4-dihydroquinazolin-2-yl]piperidine-1-carboxylic acid tert-butyl ester